ClC1N=CC=C(N1C#N)NC1=C(C=C(C=C1)F)OC(C)C 2-chloro-4-((4-fluoro-2-isopropoxyphenyl)amino)pyrimidine-3-carbonitrile